CN(C)CC(C(=O)N1C[C@H](CC1)OC1=C2C=NNC2=CC(=C1)C1=CC=C(C=C1)O)=C (S)-2-((dimethylamino)methyl)-1-(3-((6-(4-hydroxyphenyl)-1H-indazol-4-yl)oxy)pyrrolidin-1-yl)prop-2-en-1-one